C1(=CC=CC2=CC=CC=C12)N(C1=CC=C(C=C1)C1=CC=C(C=C1)N(C1=CC=C(C=C1)C1=CC=CC=C1)C1=CC=C(C=C1)C1=CC=CC=C1)C1=CC=CC=C1 N-(naphthalen-1-yl)-N-phenyl-N',N'-bis(1,1'-biphenyl-4-yl)-1,1'-biphenyl-4,4'-Diamine